C(C)(C)(C)C=1C=C(CN(C(CN(S(=O)(=O)C2=C(C(=C(C(=C2)F)F)F)F)CC2=C(C=CC=C2)C#N)=O)C2=C(C=C(C(=O)O)C=C2)OCC)C=C(C1)C1CC1 4-(N-(3-(tert-butyl)-5-cyclopropylbenzyl)-2-(N-(2-cyanobenzyl)-2,3,4,5-tetrafluorophenylsulfonamido)acetamido)-3-ethoxybenzoic acid